NC=1C=C(C=C(C1)C(F)(F)F)C[C@H](C(=O)OC(C)(C)C)[C@@H]1CN(CC1)C(=O)OC(C)(C)C tert-butyl (3R)-3-[(1S)-1-[[3-amino-5-(trifluoromethyl)phenyl]methyl]-2-tert-butoxy-2-oxo-ethyl]pyrrolidine-1-carboxylate